COC1=C(C=CC(=C1OC)OC)C 4,5,6-trimethoxy-3-methyl-benzene